5-(cyclopropylmethyl)-4-(6-cyclopropylpyridin-3-yl)-2-(2-methyl-2H-indazol-5-yl)-2H,3H,5H-pyrrolopyridazin-3-one C1(CC1)CN1C=CC=2C1=C(C(N(N2)C2=CC1=CN(N=C1C=C2)C)=O)C=2C=NC(=CC2)C2CC2